CON(C1=CC=CC=C1)C1=CC=C(C=C1)C=C methoxy-N-(4-vinylphenyl)aniline